tert-butyl (3R)-3-[tert-butoxycarbonyl-[2-(5-fluoro-3-pyridyl)-8-iodo-pyrazolo[1,5-a][1,3,5]triazin-4-yl]amino]-1,2,3,4-tetrahydrocarbazole-9-carboxylate C(C)(C)(C)OC(=O)N([C@@H]1CCC=2N(C3=CC=CC=C3C2C1)C(=O)OC(C)(C)C)C1=NC(=NC=2N1N=CC2I)C=2C=NC=C(C2)F